FC1=CC=2C3=C(C(=NC2C=C1)C)C(N(C3=O)C3=CC=C(C=C3)C)=O 8-fluoro-4-methyl-2-(4-methylphenyl)-1H,2H,3H-pyrrolo[3,4-c]quinoline-1,3-dione